C[C@@H]1CN(C[C@H](N1)C)C1=CC(=C(C(=C1)F)F)F (3R,5R)-3,5-dimethyl-1-(3,4,5-trifluorophenyl)piperazine